CS(=O)(=O)[O-].C(CC)[N+]1=CC=C(C=C1)C 1-Propyl-4-Methylpyridinium methansulfonat